BrC=1C=C(C=NC(CC2=CC=C(C=C2)OC(C(C)C)=O)C(COC)=O)C=CC1 4-(2-(3-bromo-benzylideneamino)-4-methoxy-3-oxobutyl)phenyl-isobutyrate